2,4,4-Trimethyl-1-pentene CC(=C)CC(C)(C)C